(S)-2-(2-(1,1-difluoropropyl)-4-vinylphenoxy)propionic acid FC(CC)(F)C1=C(O[C@H](C(=O)O)C)C=CC(=C1)C=C